C1OCC12CN(C2)[C@@H](C)C=2C=CC(=NC2)NC2=NC=NC(=C2)NC2=NC=CC=C2S(=O)(=O)C (S)-N4-(5-(1-(2-oxa-6-azaspiro[3.3]heptan-6-yl)ethyl)pyridin-2-yl)-N6-(3-(methylsulfonyl)pyridin-2-yl)pyrimidine-4,6-diamine